2-bromo-1-(5-bromo-2-(trifluoromethoxy)phenyl)ethan BrCCC1=C(C=CC(=C1)Br)OC(F)(F)F